C1(CC1)C1=NNC(=N1)C1CC2(CN(C2)C(=O)N2CC3(C2)CC(C3)CC3=C(C=C(C=C3)P(=O)(C)C)F)C1 [6-[3-cyclopropyl-1H-1,2,4-triazol-5-yl]-2-azaspiro[3.3]heptan-2-yl]-[6-(4-dimethylphosphoryl-2-fluoro-benzyl)-2-azaspiro[3.3]heptan-2-yl]methanone